2-piperidinethanol N1C(CCCC1)CCO